ClC1=CC=C(C(=N1)C(=O)N)O[C@H](C)C=1C=C(C=C2C(C(=C(OC12)C=1C=C2CCN(CC2=CC1)C)C)=O)C 6-Chloro-3-[(1R)-1-[3,6-dimethyl-2-(2-methyl-3,4-dihydro-1H-isoquinolin-6-yl)-4-oxo-chromen-8-yl]ethoxy]pyridine-2-carboxamide